tert-butyl (R)-5-(5-(tert-butyl)-1,2,4-oxadiazole-3-carboxamido)-8-(2-((1-methyl-1H-pyrazol-4-yl)amino)pyrimidin-4-yl)-1,3,4,5-tetrahydro-2H-benzo[c]azepine-2-carboxylate C(C)(C)(C)C1=NC(=NO1)C(=O)N[C@H]1C2=C(CN(CC1)C(=O)OC(C)(C)C)C=C(C=C2)C2=NC(=NC=C2)NC=2C=NN(C2)C